FC1=CC=C(C=C1)C1=NOC(=N1)C1=CC=C(C=C1)NC(=O)C1CN(C(C1)=O)CC=1C=NC=CC1 N-{4-[3-(4-Fluorophenyl)-1,2,4-oxadiazol-5-yl]phenyl}-5-oxo-1-[(pyridin-3-yl)methyl]-pyrrolidine-3-carboxamide